N=1C=NN2C1C(=CC=C2)C=2C=CC(=NC2)N[C@@H]2C[C@H](CC2)NC2=NC=C(C=N2)OC(F)F (1S,3S)-N1-(5-([1,2,4]triazolo[1,5-a]pyridin-8-yl)pyridin-2-yl)-N3-(5-(difluoromethoxy)pyrimidin-2-yl)cyclopentane-1,3-Diamine